3,6-dimethyl-1H-indol CC1=CNC2=CC(=CC=C12)C